C(C(C)C)[C@@H]1C(N2[C@@H](N(O1)C(\C=C\C1=C3N=CC=NC3=CC=C1)=O)CN(C([C@@H]2CC(C)C)=O)CCC(=O)N)=O 3-((3R,6S,9aS)-3,6-diisobutyl-4,7-dioxo-1-((E)-3-(quinoxalin-5-yl)acryloyl)hexahydropyrazino[2,1-c][1,2,4]oxadiazin-8(1H)-yl)propanamide